C(C)(C)(C)OC(=O)N[C@@H](CCCCNC(CCN=[N+]=[N-])=O)C(=O)O (tert-butyloxycarbonyl)-N6-(3-azidopropionyl)lysine